hexyloctyl 1,2-cyclohexanedicarboxylate C1(C(CCCC1)C(=O)[O-])C(=O)OC(CCCCCCC)CCCCCC